Cl.N1C(C(C2=CC=CC=C12)=O)=O indoline-2,3-dione hydrochloride